trimethyl[3-(trimethoxysilyl)propyl]ammonium chloride [Cl-].C[N+](CCC[Si](OC)(OC)OC)(C)C